BrC1=C(C=CC(=C1)C(=O)OCC)C1CN(CCC1)C(=O)[O-] 3-(2-bromo-4-(ethoxycarbonyl)phenyl)piperidine-1-carboxylate